N-(2-aminoethyl)-2-[(2R)-4-[2-(dimethylamino)-6-(trifluoromethyl)pyridine-3-carbonyl]-2-ethylpiperazin-1-yl]-5-(2-ethoxypyridin-3-yl)benzamide NCCNC(C1=C(C=CC(=C1)C=1C(=NC=CC1)OCC)N1[C@@H](CN(CC1)C(=O)C=1C(=NC(=CC1)C(F)(F)F)N(C)C)CC)=O